C(C)OC(C(CC)(C(=O)OC)N)=O 2-methoxycarbonyl-aminobutyric acid ethyl ester